ClC=1C(=NC(=NC1)NC1CN(CC1)C1=NC=NC2=CC=CC=C12)OC1=CC=CC=C1 4-[3-(5-chloro-4-phenoxy-pyrimidin-2-ylamino)-pyrrolidin-1-yl]-quinazoline